ClC1=C(C=CC=C1)N1C(N=C(C2=CC(=C(C=C12)C1CC1)C#N)NCC1=NOC=C1)=O 1-(2-chlorophenyl)-7-cyclopropyl-4-((isoxazol-3-ylmethyl)amino)-2-oxo-1,2-dihydroquinazoline-6-carbonitrile